4-[3-(benzyloxy)propyl]-6-chloro-5-methylpyridazin-3-amine C(C1=CC=CC=C1)OCCCC1=C(N=NC(=C1C)Cl)N